NC1=CC=C2C(=C(C(OC2=C1)=O)CC(=O)O)C 7-amino-4-methyl-3-coumarinylacetic acid